6-bromohexyl (E)-3-pentylundec-2-enoate C(CCCC)\C(=C/C(=O)OCCCCCCBr)\CCCCCCCC